N-[({2-[4-(2-ethyl-4,6-dimethyl-1H-imidazo[4,5-c]pyridin-1-yl)phenyl]ethyl}amino)-carbonyl]-4-methylbenzenesulfonamide C(C)C=1N(C2=C(C(=NC(=C2)C)C)N1)C1=CC=C(C=C1)CCNC(=O)NS(=O)(=O)C1=CC=C(C=C1)C